(Z)-1-(3-(((3-(diethylamino) propoxy) carbonyl) oxy)-2-(((5-(heptadecan-9-yloxy)-5-oxopentanoyl) oxy) methyl) propyl) 9-(non-2-en-1-yl) azelate C(CCCCCCCC(=O)OCC=CCCCCCC)(=O)OCC(COC(=O)OCCCN(CC)CC)COC(CCCC(=O)OC(CCCCCCCC)CCCCCCCC)=O